BrC1=CC=C(C=C1)CN1C=NC2=C1C=CC=C2CO (1-((4-bromophenyl)methyl)-1,3-benzodiazol-4-yl)methanol